Ethyl 2-(3-(difluoromethyl)-6,7-dimethyl-2-oxoquinoxalin-1(2H)-yl)acetate FC(C=1C(N(C2=CC(=C(C=C2N1)C)C)CC(=O)OCC)=O)F